BrC=1C=C2C=NN(C2=C(C1)C(=O)OC)[C@H](C)C1=CC2=CC=CC=C2C=C1 methyl (R)-5-bromo-1-(1-(naphthalen-2-yl)ethyl)-1H-indazole-7-carboxylate